tert-Butyl 6-((1-(5-fluoro-6-(1-hydroxycyclobutyl)pyridin-2-yl)-2-isopropyl-3-oxo-2,3-dihydro-1H-pyrazolo[3,4-d]pyrimidin-6-yl)amino)-3,4-dihydroisoquinoline-2(1H)-carboxylate FC=1C=CC(=NC1C1(CCC1)O)N1N(C(C=2C1=NC(=NC2)NC=2C=C1CCN(CC1=CC2)C(=O)OC(C)(C)C)=O)C(C)C